1,2-dipalmitoyl-sn-glycero-3-phosphoryl-L-serine sodium salt [Na+].C(CCCCCCCCCCCCCCC)(=O)OC[C@@H](OC(CCCCCCCCCCCCCCC)=O)COP(=O)(O)OC[C@H](N)C(=O)[O-]